C(C)(C)N1N=CC=2C(=CC=CC12)C(=O)NCC=1C(NC(=CC1SC)C)=O 1-isopropyl-N-((6-methyl-4-(methylsulfanyl)-2-oxo-1,2-dihydropyridin-3-yl)methyl)-1H-indazole-4-carboxamide